FC(F)(F)C1=NN=C2N1N=CC=C2 (trifluoromethyl)-[1,2,4]triazolo[4,3-b]pyridazine